C(#N)C=1C=NC(=NC1)O[C@@H]1[C@H](C[C@H](C1)C1=CC=C(C=C1)F)N1C[C@@H](CCC1)NC(O)=O (R)-1-((1S,2S,4R)-2-(5-cyanopyrimidin-2-yloxy)-4-(4-fluorophenyl)cyclopentyl)piperidin-3-ylcarbamic acid